BrC1=C2C(NC(=NC2=C(C=C1Cl)F)SC)=O 5-bromo-6-chloro-8-fluoro-2-(methylthio)quinazolin-4(3H)-one